7-(8-chloronaphthalen-1-yl)-8-fluoro-N-((3R,4R)-4-fluoropyrrolidin-3-yl)-2-(((2R,7aS)-2-fluorotetrahydro-1H-pyrrolizin-7a(5H)-yl)methoxy)-N-methylpyrido[4,3-d]pyrimidin-4-amine ClC=1C=CC=C2C=CC=C(C12)C1=C(C=2N=C(N=C(C2C=N1)N(C)[C@@H]1CNC[C@H]1F)OC[C@]12CCCN2C[C@@H](C1)F)F